chloro(2-dicyclohexylphosphino-2',4',6'-tri-iso-propyl-1,1'-biphenyl) ClC=1C(=C(C=CC1)C1=C(C=C(C=C1C(C)C)C(C)C)C(C)C)P(C1CCCCC1)C1CCCCC1